P-(4-(5-(chlorodifluoromethyl)-1,2,4-oxadiazol-3-yl)phenyl)-P-methyl-N-(o-tolyl)phosphinic amide ClC(C1=NC(=NO1)C1=CC=C(C=C1)P(NC1=C(C=CC=C1)C)(=O)C)(F)F